C1=CC=CC=2C3=CC=CC=C3C3(C12)C1=CC2=C(C=C1OC=1C=C4C(=CC13)C(OC4=O)=O)C(OC2=O)=O spiro[11H-difuro[3,4-b:3',4'-i]xanthene-11,9'-[9H]Fluorene]-1,3,7,9-tetrone